COC(C)(C)SCC(C(=O)N)NC([C@H](CSC(C)(C)OC)N1C(N(CC1)C)(C)C)=O 3-(2-methoxyprop-2-ylthio)-2-((R)-3-(2-methoxyprop-2-ylthio)-2-(2,2,3-trimethylimidazolidin-1-yl)propionylamino)propionamide